FCS(=O)(=O)N[C@@H]1[C@@H](N(CC12CC2)C(=O)[C@@H]2OCC2)CC=2C(=C(C=CC2)C2=CC=CC=C2)F 1-fluoro-N-((6S,7S)-6-((2-fluoro-[1,1'-biphenyl]-3-yl)methyl)-5-((R)-oxetane-2-carbonyl)-5-azaspiro[2.4]heptan-7-yl)methanesulfonamide